2-(2-Bromothiazol-5-yl)propan-2-ol BrC=1SC(=CN1)C(C)(C)O